(2R,4R)-2-(5-fluoro-2-methoxyphenyl)-4-hydroxypyrrolidine-1-carboxylic acid tert-butyl ester C(C)(C)(C)OC(=O)N1[C@H](C[C@H](C1)O)C1=C(C=CC(=C1)F)OC